(S)-4-((1-(2,4'-difluoro-3'-methyl-[1,1'-biphenyl]-4-yl)ethyl)amino)-2-ethyl-7-fluoro-2,3-dihydro-1H-pyrrolo[3,4-c]pyridin-1-one FC1=C(C=CC(=C1)[C@H](C)NC1=NC=C(C2=C1CN(C2=O)CC)F)C2=CC(=C(C=C2)F)C